C(C1=CC=CC=C1)N(C=1C(C(C1NC1=CC=C(C=C1)C1=NOC(=N1)C(F)(F)F)=O)=O)C 3-(benzyl(methyl)amino)-4-((4-(5-(trifluoromethyl)-1,2,4-oxadiazol-3-yl)phenyl)amino)cyclobut-3-ene-1,2-dione